2-bromo-9-methylacridine BrC1=CC2=C(C3=CC=CC=C3N=C2C=C1)C